Cl[Si](C1C(=C(C(=C1C)C)C)C)(C)C chlorodimethyl-(2,3,4,5-tetramethylcyclopent-2,4-dienyl)silane